(3S-4R)-4-Phenyl-N-(trans-3-phenyl-cyclobutyl)pyrrolidine-3-carboxamide hydrochloride Cl.C1(=CC=CC=C1)[C@H]1[C@@H](CNC1)C(=O)N[C@@H]1C[C@H](C1)C1=CC=CC=C1